N-(6-(3-((3,5-dimethylphenyl)sulfonamido)-2,6-difluorophenyl)quinazolin-2-yl)pivalamide CC=1C=C(C=C(C1)C)S(=O)(=O)NC=1C(=C(C(=CC1)F)C=1C=C2C=NC(=NC2=CC1)NC(C(C)(C)C)=O)F